Z,Z-8,10-dodecadienol C(CCCCCC\C=C/C=C\C)O